diisopropoxyaluminum monomethacrylate C(C(=C)C)(=O)[O-].C(C)(C)O[Al+]OC(C)C